5-(difluoromethyl)-2-methyl-3-((6-oxo-4-(1,1,2,2-tetrafluoroethyl)-1,6-dihydropyrimidin-5-yl)oxy)benzonitrile FC(C=1C=C(C(=C(C#N)C1)C)OC1=C(N=CNC1=O)C(C(F)F)(F)F)F